(2,2,2-trifluoro)ethoxypropionitrile FC(COC(C#N)C)(F)F